C(C)C1(C=CC=C(C1)C)CC 5,5-diethyl-1-methyl-1,3-cyclohexadiene